ClC1=C(C=CC(=C1)[N+](=O)[O-])C1=CC(=NO1)C(F)(F)F 5-(2-chloro-4-nitrophenyl)-3-(trifluoromethyl)isoxazole